ClC=1C=2C(N=C3N(C2C=CC1)C1=CC(=CC=C1C3(C)C)C3CCN(CC3)CC(=O)O)=O 2-(4-(4-chloro-7,7-dimethyl-5-oxo-5,7-dihydroindolo[1,2-a]quinazolin-10-yl)piperidin-1-yl)acetic acid